N-(3-((1s,3R)-3-(cyanomethyl)-1-(4-methyl-4H-1,2,4-triazol-3-yl)cyclobutyl)phenyl)-2-fluoro-6-(((S)-3-methylpiperidin-1-yl)methyl)imidazo[1,2-a]pyridine-8-carboxamide C(#N)CC1CC(C1)(C1=NN=CN1C)C=1C=C(C=CC1)NC(=O)C=1C=2N(C=C(C1)CN1C[C@H](CCC1)C)C=C(N2)F